CN1CCC(CC1)=O 1-methylpiperidin-4-one